1-cyclohexyl-4-methylpent-4-en-2-yn-1-one C1(CCCCC1)C(C#CC(=C)C)=O